NC=1C2=C(N=CN1)N(C(=C2C2=CC=C(C=C2)OC2=NC=CC=N2)C2=CCC1(CN(C1)C(=O)OC(C)(C)C)CC2)C tert-butyl 7-(4-amino-7-methyl-5-(4-(pyrimidin-2-yloxy)phenyl)-7H-pyrrolo[2,3-d]pyrimidin-6-yl)-2-azaspiro[3.5]non-6-ene-2-carboxylate